BrC1=CC=C(C=C1)C1=CC(=C(C(=N1)SC(C(=O)O)C1=CC=CC=C1)C#N)C(F)(F)F 2-((6-(4-bromophenyl)-3-cyano-4-(trifluoromethyl)pyridin-2-yl)thio)-2-phenylacetic acid